(3R,4R)-3-fluoro-N-[5-methyl-7-(2-methylpropyl)imidazo[4,3-f][1,2,4]triazin-2-yl]piperidin-4-amine hydrochloride Cl.F[C@@H]1CNCC[C@H]1NC1=NN2C(C=N1)=C(N=C2CC(C)C)C